2-methoxy-6-(2-((tetrahydro-2H-pyran-4-yl)methoxy)phenyl)nicotinic acid COC1=C(C(=O)O)C=CC(=N1)C1=C(C=CC=C1)OCC1CCOCC1